2-(2-chlorophenyl)-2-fluoro-7-(isoquinolin-4-yl)-5,7-diazaspiro[3.4]octane-6,8-dione ClC1=C(C=CC=C1)C1(CC2(C1)NC(N(C2=O)C2=CN=CC1=CC=CC=C21)=O)F